BrC=1C(=C(C(=O)NC2=C(C=C(C=C2)[N+](=O)[O-])C(F)(F)F)C(=C(C1)C(C)(C)C)O)C 3-bromo-5-tert-butyl-6-hydroxy-2-methyl-N-(4-nitro-2-trifluoromethyl-phenyl)-benzamide